2-amino-6-borono-2-(1-(3,4-dichlorobenzyl)piperidin-4-yl)hexanoic acid NC(C(=O)O)(CCCCB(O)O)C1CCN(CC1)CC1=CC(=C(C=C1)Cl)Cl